IC=1C(=NN(C1)CC12CC3(C[C@@H](C[C@H](C1)C3)C2)C(=O)OCC2=CC=CC=C2)C benzyl (1s,3r,5R-7S)-3-((4-iodo-3-methyl-1H-pyrazol-1-yl)methyl)adamantane-1-carboxylate